2-chloro-4-((4-chloro-2-fluorobenzyl)oxy)-5-fluoropyrimidine ClC1=NC=C(C(=N1)OCC1=C(C=C(C=C1)Cl)F)F